CN1C=CC=C1C1=C(N(C2=NC=CC=C21)C)C methyl-5-(1,2-dimethyl-1H-pyrrolo[2,3-b]pyridin-3-yl)-1H-pyrrole